C12C(C3CC(CC(C1)C3)C2)CCNC(=O)NCC2=NN(C(=C2C)C2=CC=C(C=C2)Cl)C2=C(C=C(C=C2)Cl)Cl 1-(2-((1r,3r,5r,7r)-adamantan-2-yl)ethyl)-3-((5-(4-chloro-phenyl)-1-(2,4-dichlorophenyl)-4-methyl-1H-pyrazol-3-yl)-methyl)urea